N-Tertiarybutyl-2-benzothiazolesulfenamide C(C)(C)(C)NSC=1SC2=C(N1)C=CC=C2